bromo-N-(2-nitrophenyl)pyridin-3-amine BrC1=NC=CC=C1NC1=C(C=CC=C1)[N+](=O)[O-]